N1=CC=C(C=C1)CC=1N=C(C2=C(N1)NC=C2)N [(pyridin-4-yl)methyl]-7H-pyrrolo[2,3-d]pyrimidin-4-amine